OCCNC([C@H](C(C)(C)C)NC(OC(C)(C)C)=O)=O (S)-tert-Butyl 1-(2-Hydroxyethylamino)-3,3-dimethyl-1-oxobutan-2-ylcarbamate